3-(N,N-dimethylamino)-1,2-propanediol CN(C)CC(CO)O